methyl (2R,4S)-4-(1-methyl-7-methylsulfonyl-2-oxo-4H-pyrimido[4,5-d]pyrimidin-3-yl)pyrrolidine-1,2-dicarboxylate CN1C(N(CC=2C1=NC(=NC2)S(=O)(=O)C)[C@H]2C[C@@H](N(C2)C(=O)OC)C(=O)[O-])=O